C1(=CC=CC=C1)C1=CC(=CC(=C1)C1=C(C(=NC(=C1N1C2=CC=CC=C2C=2C=CC=CC12)N1C2=CC=C(C=C2C=2C=C(C=CC12)C1=CC=CC=C1)C1=CC=CC=C1)N1C2=CC=C(C=C2C=2C=C(C=CC12)C1=CC=CC=C1)C1=CC=CC=C1)N1C2=CC=CC=C2C=2C=CC=CC12)C1=CC=CC=C1 9,9'-(4-([1,1':3',1''-terphenyl]-5'-yl)-3,5-di(9H-carbazol-9-yl)pyridine-2,6-diyl)bis(3,6-diphenyl-9H-carbazole)